The molecule is an arenesulfonic acid, the disodium salt of which is the histological dye 'methyl blue' (used for staining collagen in Masson's trichrome and Mallory's method for connective tissue). It is an arenesulfonic acid, an imine, an aromatic amine and a secondary amino compound. It is a conjugate acid of a methyl blue(2-). C1=CC(=NC2=CC=C(C=C2)S(=O)(=O)O)C=CC1=C(C3=CC=C(C=C3)NC4=CC=C(C=C4)S(=O)(=O)O)C5=CC=C(C=C5)NC6=CC=C(C=C6)S(=O)(=O)O